tert-butyl N-[3-({7-[(dimethylcarbamoyl)methyl]-2-oxo-3,4-dihydro-2H-1,3-benzoxazin-3-yl}methyl)-2-fluorophenyl]carbamate CN(C(=O)CC1=CC2=C(CN(C(O2)=O)CC=2C(=C(C=CC2)NC(OC(C)(C)C)=O)F)C=C1)C